[Fe-3](C#N)(C#N)(C#N)(C#N)(C#N)C#N.[K+].CO[C@H](C(=O)NC=1C=C2C(=CC(=NC2=CC1)C1=CN=CS1)O[C@H](COC)C)C.[K+].[K+] (S)-2-methoxy-N-(4-(((S)-1-methoxyprop-2-yl)oxy)-2-(thiazol-5-yl)quinolin-6-yl)propionamide Kalium ferricyanid